C(C)OC(=O)N1N=C(CC1C)C(=O)O.CC(=CN1C(C=CC=C1)C)C N-(2-methyl-propenyl)methyl-pyridine (ethoxycarbonyl)-5-methyl-2-pyrazoline-3-carboxylate